CC(=O)OP(=O)(O)[O-] The molecule is an acyl monophosphate(1-) that is the conjugate base of acetyl dihydrogen phosphate. It has a role as an Escherichia coli metabolite. It is a conjugate base of an acetyl dihydrogen phosphate. It is a conjugate acid of an acetyl phosphate(2-).